DiCaprylyl-pyridoxine C(CCCCCCC)(=O)C(C1=NC=C(C(=C1O)CO)CO)C(CCCCCCC)=O